N-(1-cyclopropyl-1H-pyrazol-4-yl)-4-(3-phenylisooxazolidin-2-yl)-5-(trifluoromethyl)pyrimidine-2-amine C1(CC1)N1N=CC(=C1)NC1=NC=C(C(=N1)N1OCCC1C1=CC=CC=C1)C(F)(F)F